FC=1C(=C(C=O)C=C(C1)F)OC 3,5-DIFLUORO-2-METHOXYBENZALDEHYDE